COC1=CC=CC=2N(C(NC21)=O)C 4-METHOXY-1-METHYL-1H-BENZO[D]IMIDAZOLE-2(3H)-ONE